5-[[2-[(2R,4S)-4-amino-2-phenyl-1-piperidyl]-2-oxo-acetyl]amino]pyridine-3-carboxamide N[C@@H]1C[C@@H](N(CC1)C(C(=O)NC=1C=C(C=NC1)C(=O)N)=O)C1=CC=CC=C1